2-chloro-4-trifluoromethylquinoline-6-carboxylic acid methyl ester COC(=O)C=1C=C2C(=CC(=NC2=CC1)Cl)C(F)(F)F